((2S,5r)-5-((7H-pyrrolo[2,3-d]pyrimidin-4-yl)amino)-2-methylpiperidin-1-yl)prop-2-en-1-one p-toluenesulfonate CC1=CC=C(C=C1)S(=O)(=O)O.N1=CN=C(C2=C1NC=C2)N[C@@H]2CC[C@@H](N(C2)C(C=C)=O)C